2-isopropylamino-4-(4-(difluoromethoxy)phenyl)-6-(2-methyl-2H-indazol-5-yl)thiazolo[4,5-d]pyrimidine-5,7(4H,6H)-dione C(C)(C)NC=1SC2=C(N(C(N(C2=O)C2=CC3=CN(N=C3C=C2)C)=O)C2=CC=C(C=C2)OC(F)F)N1